Hexaphenol C1C2=CC(=C(C=C2CC3=CC(=C(C=C3CC4=CC(=C(C=C41)O)O)O)O)O)O